1-[3-(4-Bromo-2-methyl-2H-pyrazol-3-yl)-4-methoxy-phenyl]-3-(4-dimethylamino-phenyl)-urea BrC1=C(N(N=C1)C)C=1C=C(C=CC1OC)NC(=O)NC1=CC=C(C=C1)N(C)C